ClC1=NC=C(C(=C1)C1=C(C=NC(=C1)C)C(=O)NC=1SC2=C(N1)CN(C2)C(=O)[C@@H]2OCCCC2)OC (R)-2'-chloro-5'-methoxy-6-methyl-N-(5-(tetrahydro-2H-pyran-2-carbonyl)-5,6-dihydro-4H-pyrrolo[3,4-d]thiazol-2-yl)-[4,4'-bipyridine]-3-carboxamide